4-[(2S)-4-cyclopropyl-4-hydroxy-1-[(5-methoxy-7-methyl-1H-indol-4-yl)methyl]piperidin-2-yl]benzoic acid C1(CC1)C1(C[C@H](N(CC1)CC1=C2C=CNC2=C(C=C1OC)C)C1=CC=C(C(=O)O)C=C1)O